C1(=CC=CC=C1)NC=1NC=C(N1)C(=O)C1=CC(=C(C(=C1)OC)OC)OC (2-(phenylamino)-1H-imidazol-4-yl)(3,4,5-trimethoxyphenyl)methanone